N6-(2-methoxyphenyl)-9H-purine-2,6-diamine COC1=C(C=CC=C1)NC1=C2N=CNC2=NC(=N1)N